C(CCCCC)[Si](OC)(OC)C[Si](C)(C)C n-hexyl(trimethylsilylmethyl)dimethoxysilane